C(N)(=N)C=1C=C(SC1)CNC(=O)[C@H]1N([C@H]2C[C@]2(C1)C)C(CNC(C1=NC=C(C=C1)OC=1C=NC=CC1)=O)=O (1S,3S,5S)-N-((4-carbamimidoylthiophen-2-yl)methyl)-5-methyl-2-((5-(pyridin-3-yloxy)picolinoyl)glycyl)-2-azabicyclo[3.1.0]hexane-3-carboxamide